tert-butyl (R)-(2-(((3-(2-(4,4-difluoroazepan-1-yl)-5-(3,4-difluorophenyl)-4-methylnicotinamido)phenyl)(methyl)(oxo)-λ6-sulfaneylidene)amino)-2-oxoethyl)(methyl)carbamate FC1(CCN(CCC1)C1=C(C(=O)NC=2C=C(C=CC2)[S@](=O)(C)=NC(CN(C(OC(C)(C)C)=O)C)=O)C(=C(C=N1)C1=CC(=C(C=C1)F)F)C)F